C(C)(C)(C)C1N(CC=C(C1)B1OC(C(O1)(C)C)(C)C)C(=O)OCC(CO)(CO)COCCCCOCC1=CC=CC=C1 2-((4-(benzyloxy)butoxy)methyl)-2-(hydroxymethyl)propane-1,3-diol Tert-butyl-4-(4,4,5,5-tetramethyl-1,3,2-dioxaborolan-2-yl)-3,6-dihydro-2H-pyridine-1-carboxylate